NC1=NN2C(N=C(C=C2)C=2C=C3CN(C(C3=C(C2)OC(F)(F)F)=O)[C@@H](C)C2CC2)=C1C(=O)N[C@@H]1C[C@H](CC1)O 2-amino-5-{2-[(1S)-1-cyclopropylethyl]-1-oxo-7-(trifluoromethoxy)-2,3-dihydro-1H-isoindol-5-yl}-N-[(1S,3S)-3-hydroxycyclopentyl]pyrazolo[1,5-a]pyrimidine-3-carboxamide